trimethylsilane furancarboxylate O1C(=CC=C1)C(=O)O.C[SiH](C)C